C(C)(C)C1=C(C(=C(C=C1)CCC1=CC=C(OC2(C(C(=NC=C2CO)C)O)CO)C=C1)C(C)C)C(C)C 4-(4-((trisisopropylphenyl)ethyl)phenoxy)pyridoxin